tert-butyl (3R)-3-[[2-fluoro-4-(triazolo[4,5-b]pyridin-3-yl)benzoyl]-[2-[3-(methylamino)-3-oxo-prop-1-ynyl]thieno[3,2-c]pyridin-4-yl]amino]piperidine-1-carboxylate FC1=C(C(=O)N([C@H]2CN(CCC2)C(=O)OC(C)(C)C)C2=NC=CC3=C2C=C(S3)C#CC(=O)NC)C=CC(=C1)N1N=NC=3C1=NC=CC3